C(C)C1=NN(C=C1C1=C(C(=C(C=C1)C1=CN=C(N1C)C(=O)N)F)F)CCOC 5-[4-[3-ethyl-1-(2-methoxyethyl)pyrazol-4-yl]-2,3-difluoro-phenyl]-1-methyl-imidazole-2-carboxamide